COC(=O)C=1C=CC2=C(N(C(=N2)CN2C[C@@H]3C[C@@]3(CC2)C2=NC(=CC=C2)OCC2=CC=CC=C2)C[C@H]2OCC2)C1.C(C)C1OC1 ethyl-oxirane Methyl-2-(((1R,6S)-6-(6-(benzyloxy)pyridin-2-yl)-3-azabicyclo[4.1.0]heptan-3-yl)methyl)-1-((S)-oxetan-2-ylmethyl)-1H-benzo[d]imidazole-6-carboxylate